1-(3-(3-(4-(2-fluoro-3-methoxyphenoxy)phenyl)-7-methoxy-1H-pyrazolo[4,3-c]pyridin-1-yl)piperidin-1-yl)-2-hydroxypropan-1-one FC1=C(OC2=CC=C(C=C2)C2=NN(C3=C2C=NC=C3OC)C3CN(CCC3)C(C(C)O)=O)C=CC=C1OC